COC(=O)C=1N(C=C(C1C)C1=CC=CC=C1)C1=CC=CC=C1 3-methyl-1,4-diphenyl-1H-pyrrole-2-carboxylic acid methyl ester